sulfocarbazole S(=O)(=O)(O)C1=CC=CC=2C3=CC=CC=C3NC12